(±)-N-tert-butyl-1-(1H-indole-2-carbonyl)-3-methylene-2-(pyridin-2-yl)indoline-2-carboxamide C(C)(C)(C)NC(=O)[C@]1(N(C2=CC=CC=C2C1=C)C(=O)C=1NC2=CC=CC=C2C1)C1=NC=CC=C1 |r|